3-ethyl-2-(1-(4-methyl-1,4-diazepan-1-yl)butyl)-4-oxo-3,4-dihydroquinazoline-6-carbonitrile C(C)N1C(=NC2=CC=C(C=C2C1=O)C#N)C(CCC)N1CCN(CCC1)C